lead-calcium aluminum [Al].[Ca].[Pb]